5-(7-Methoxy-1-methyl-β-carbolin-9-yl)pentanoic acid methyl ester COC(CCCCN1C2=CC(=CC=C2C=2C=CN=C(C12)C)OC)=O